CN1N=CC(=C1)CN1CCC(CC1)CNC(OC(C)(C)C)=O tert-Butyl N-[[1-[(1-methylpyrazol-4-yl)methyl]-4-piperidyl]methyl]carbamate